BrC=1C=C(C=CC1)C(C1=CC=CC=C1)NC=1N(C(C(=C(N1)C(=O)O)OC)=O)C 2-{[(3-bromophenyl)(phenyl)methyl]amino}-5-methoxy-1-methyl-6-oxo-1,6-dihydropyrimidine-4-carboxylic acid